ClC=1SC(=CN1)CCl chloro-5-chloromethylthiazole